FC=1C=C2C=C(NC2=CC1F)C(=O)N([C@@H]1CO[C@H](C=2NC(C=3C=C(C(=CC3C21)F)F)=O)F)C 5,6-difluoro-N-methyl-N-((1s,4s)-4,8,9-trifluoro-6-oxo-1,4,5,6-tetrahydro-2H-pyrano[3,4-c]isoquinolin-1-yl)-1H-indole-2-carboxamide